[Br-].C[N+](C)(C)C tetramethyl-ammonium bromide salt